FC1=CC(=C(C=C1)C=1C=NC=2N(C1)C=C(N2)COC2=CC=C(C=C2)F)CF 6-[4-Fluoro-2-(fluoromethyl)phenyl]-2-[(4-fluorophenoxy)methyl]imidazo[1,2-a]pyrimidine